(2,7-dimethyl-3-(1-methyl-1H-indol-7-yl)-2,4,5,7-tetrahydro-6H-pyrazolo[3,4-c]pyridin-6-yl)(quinolin-6-yl)methanone tert-butyl-(R)-2-formyl-2-methylpyrrolidine-1-carboxylate C(C)(C)(C)OC(=O)N1[C@@](CCC1)(C)C=O.CN1N=C2C(N(CCC2=C1C=1C=CC=C2C=CN(C12)C)C(=O)C=1C=C2C=CC=NC2=CC1)C